4-(2-cyanoacetyl)-N-(cyclobutylmethyl)benzamide C(#N)CC(=O)C1=CC=C(C(=O)NCC2CCC2)C=C1